1,2-benzenedicarboxylic acid, butyl 8-methylnonyl ester C=1(C(=CC=CC1)C(=O)OCCCCCCCC(C)C)C(=O)OCCCC